C(C=C)(=O)N1CCN(CC1)C(CC1CC1)C1=CC=C(C=C1)[C@H](C)NC=1N=CC2=C(N1)N(C(C=C2)=O)CC 2-{[(1S)-1-{4-[1-(4-Acryloylpiperazin-1-yl)-2-cyclopropylethyl]phenyl}ethyl]amino}-8-ethyl-pyrido[2,3-d]pyrimidin-7(8H)-on